(2-Methyloxiran-2-yl)methanol CC1(OC1)CO